NC=1C=2N(C3=CC(=CC=C3N1)C(=O)N(CC1=NC=C(C=C1)C(F)(F)F)C13COC(C1)C3)C=NC2 4-amino-N-(2-oxabicyclo[2.1.1]hexan-4-yl)-N-((5-(trifluoromethyl)pyridin-2-yl)methyl)imidazo[1,5-a]quinoxaline-8-carboxamide